ClCC1=NN(C(=C1C(F)(F)F)OC)C1OCCCC1 3-(chloromethyl)-5-methoxy-1-(tetrahydro-2H-pyran-2-yl)-4-(trifluoromethyl)-1H-pyrazole